2-[[(3S,6S)-6-[t-butyl(dimethyl)silyl]oxy-2,3,3a,5,6,6a-hexahydrofuro[3,2-b]fur-3-yl]oxy]-2-phenyl-acetic acid [Si](C)(C)(C(C)(C)C)O[C@H]1COC2C1OC[C@@H]2OC(C(=O)O)C2=CC=CC=C2